N1N=CC2=CC=C(C=C12)NC=1C=CC=C2CN(C(C12)=O)CC(=O)O [7-(1H-indazol-6-ylamino)-1-oxo-isoindolin-2-yl]acetic acid